P(OCCOC)(OCCOC)(=S)S O,O-bis(2-methoxyethyl) S-Hydrogen Phosphorodithioate